O=C1NC(CCC1N1C(C2=CC=CC(=C2C1=O)OCCOCCNC)=O)=O 2-(2,6-dioxopiperidin-3-yl)-4-[2-[2-(methylamino)ethoxy]ethoxy]isoindole-1,3-dione